S1C(=NC2=C1C=CC=C2)NC(=O)C=2C=CC=C1CCN(CC21)C2=CC=C(C(=N2)C(=O)OC(C)(C)C)C=2C(=C(OCCCCC1CCN(CC1)CC(=O)O)C=CC2)C 2-(4-(4-(3-(6-(8-(benzo[d]thiazol-2-ylcarbamoyl)-3,4-dihydroisoquinolin-2(1H)-yl)-2-(tert-butoxycarbonyl)pyridine-3-yl)-2-methylphenoxy)butyl)piperidin-1-yl)acetic acid